C(C)(C)SC=1SC(=C(N1)C)C1=NC(=NC=C1)NC1=NC=C(C=C1)N1CCN(CC1)C 4-(2-(isopropylthio)-4-methylthiazol-5-yl)-N-(5-(4-methylpiperazin-1-yl)pyridin-2-yl)pyrimidin-2-amine